(S)-1-(3-fluoro-5-((2-propylpentyl)oxy)phenyl)-3-((1-phenylethyl)amino)propan-1-one FC=1C=C(C=C(C1)OCC(CCC)CCC)C(CCN[C@@H](C)C1=CC=CC=C1)=O